NC1=C(N=C(S1)C1=C(C=CC=C1F)F)C(=O)NC=1C(=C2C(=NC1)[C@H](CC2)O)N2C[C@H](C[C@H](C2)C(F)(F)F)N 5-amino-N-{4-[(3S,5R)-3-amino-5-(trifluoromethyl)piperidin-1-yl]-(7S)-7-hydroxy-6,7-dihydro-5H-cyclopenta[b]pyridin-3-yl}-2-(2,6-difluorophenyl)-1,3-thiazole-4-carboxamide